methyl (R)-(2-amino-2-(4-(ethylsulfonyl)phenyl)ethyl)carbamate hydrochloride Cl.N[C@@H](CNC(OC)=O)C1=CC=C(C=C1)S(=O)(=O)CC